COC(NC1=NC=CC(=C1)C1=CC(=NC(=C1)C1=C(C=CC=C1)Cl)OC(C)(C)C)=O N-[4-[2-tert-butoxy-6-(2-chlorophenyl)-4-pyridinyl]-2-pyridinyl]carbamic acid methyl ester